CC1=C[C@@H]([C@H]([C@@H](C1)C2=C(C=C(C=C2)O)O)C(=O)C3=C(C=C(C=C3)O)O)C4=C(C=C(C5=C4OC(=C(C5=O)CC=C(C)C)C6=C(C=C(C=C6)O)O)O)O The molecule is a tetrahydroxyflavone isolated from the root barks of Morus alba and has been shown to exhibit anti-inflammatory activity. It has a role as an anti-inflammatory agent and a plant metabolite. It is a tetrahydroxyflavone and a member of resorcinols.